CC(C)(OC(NCCOCCOCCOCCOCCC(NCCCCCCOC1(OCC(C(C1)O)NC(CO)=O)C(=O)O)=O)=O)C 2-((2,2-dimethyl-4,20-dioxo-3,8,11,14,17-pentaoxa-5,21-diazaheptacosan-27-yl)oxy)-4-hydroxy-5-(2-hydroxyacetamido)tetrahydro-2H-pyran-2-carboxylic acid